CC(C(=O)O)(CC1=CC=CC=C1)C.C(C)(=O)OC(C1=CC=CC=C1)(C)C dimethylbenzyl acetate (dimethylbenzyl acetate)